5-cyclobutyl-2-(difluoromethoxy)-N-(3-fluorobenzyl)-N-methylnicotinamide C1(CCC1)C=1C=NC(=C(C(=O)N(C)CC2=CC(=CC=C2)F)C1)OC(F)F